ClC=1C=CC(=C(C1)CC(=O)NC1=CC(=NC=C1)C(=O)NC1(CCCC1)C)O 4-[[2-(5-Chloro-2-hydroxy-phenyl)acetyl]amino]-N-(1-methylcyclopentyl)pyridine-2-carboxamide